6-chloro-N-(2,4-difluorobenzyl)-3-isopropylimidazo[1,2-b]pyridazin-8-amine ClC=1C=C(C=2N(N1)C(=CN2)C(C)C)NCC2=C(C=C(C=C2)F)F